C(C1=CC=CC=C1)O[C@]1(O[C@H]([C@@H]([C@H](C1)OCC#C)NC(CO)=O)[C@@H]([C@@H](CNC(CC1=CC=C(C=C1)Cl)=O)O)O)C(=O)O (2R,4S,5R,6R)-2-(benzyloxy)-6-((1R,2R)-3-(2-(4-chlorophenyl)acetamido)-1,2-dihydroxypropyl)-5-(2-hydroxyacetamido)-4-(prop-2-yn-1-yloxy)tetrahydro-2H-pyran-2-carboxylic acid